sodium thiadiazole-2-thiol S1N(NC=C1)S.[Na]